3-(4,5-di-Methyl-Thiazol-2-yl)-2,5-diphenyl-Tetrazolium bromide [Br-].CC=1N=C(SC1C)N1N([NH2+]C(=N1)C1=CC=CC=C1)C1=CC=CC=C1